2-chloro-N4-([4-[5-methyl-3-(trifluoromethyl)pyrazol-1-yl]phenyl]methyl)pyrimidine-4,5-diamine ClC1=NC=C(C(=N1)NCC1=CC=C(C=C1)N1N=C(C=C1C)C(F)(F)F)N